ClC1=CC=2N(C(C(=C(C2S1)N1C[C@H]2CC[C@@H](C1)N2C=2OC1=C(N2)C=C(C=C1)C)C#N)=O)C 2-chloro-4-methyl-7-((1R,5S)-8-(5-methylbenzo[d]oxazol-2-yl)-3,8-diazabicyclo[3.2.1]octan-3-yl)-5-oxo-4,5-dihydrothieno[3,2-b]pyridine-6-carbonitrile